C(C1=CC=CC=C1)OCC=1N(C=C(N1)C=1C=C(C(=NC1)N)OC(F)(F)F)C12CC(C1)(C2)N2CCC(CC2)(F)F 5-(2-((benzyloxy)methyl)-1-(3-(4,4-difluoropiperidin-1-yl)bicyclo[1.1.1]-pentan-1-yl)-1H-imidazol-4-yl)-3-(trifluoromethoxy)pyridin-2-amine